4-(4-((4-bromopyridin-2-yl)oxy)-2-chloropyrimidin-5-yl)isoxazole BrC1=CC(=NC=C1)OC1=NC(=NC=C1C=1C=NOC1)Cl